para-azidomethyl-L-phenylalanine bismuth-boron-zinc [Zn].[B].[Bi].N(=[N+]=[N-])CC1=CC=C(C[C@H](N)C(=O)O)C=C1